(R)-2-(4-(4-fluoropyrazolo[1,5-a]pyridin-2-yl)-1,4,6,7-tetrahydro-5H-imidazo[4,5-c]pyridin-5-yl)-5-(3-fluoropyridin-2-yl)-1,3,4-oxadiazole FC=1C=2N(C=CC1)N=C(C2)[C@@H]2N(CCC1=C2N=CN1)C=1OC(=NN1)C1=NC=CC=C1F